2-((S)-4-((R)-4-chloro-2'-(((S)-1-methylpyrrolidin-2-yl)methoxy)-2,3,5',8'-tetrahydro-6'H-spiro[inden-1,7'-quinazolin]-4'-yl)-1-(2-fluoroacryloyl)piperazin-2-yl)acetonitrile ClC1=C2CC[C@@]3(CCC=4C(=NC(=NC4C3)OC[C@H]3N(CCC3)C)N3C[C@@H](N(CC3)C(C(=C)F)=O)CC#N)C2=CC=C1